tert-butyl (2-(3-aminophenyl)propyl)carbamate NC=1C=C(C=CC1)C(CNC(OC(C)(C)C)=O)C